1-(5-(4-(4-bromophenyl)piperazin-1-yl)pyridin-2-yl)-2,3-dimethylbutan-1-ol BrC1=CC=C(C=C1)N1CCN(CC1)C=1C=CC(=NC1)C(C(C(C)C)C)O